(R)-N-methyl-5-(3-morpholino-5-((tetrahydrofuran-3-yl)sulfonyl)phenyl)pyridin-2-amine CNC1=NC=C(C=C1)C1=CC(=CC(=C1)S(=O)(=O)[C@H]1COCC1)N1CCOCC1